C1(CC1)C1=NOC(=N1)[C@@H](C1CCN(CC1)C(=O)N1CC2(C1)CC(C2)N2N=C(N=C2)C2CC2)C2=CC=C(C=C2)F [4-[(S)-(3-cyclopropyl-1,2,4-oxadiazol-5-yl)-(4-fluorophenyl)methyl]-1-piperidyl]-[6-(3-cyclopropyl-1,2,4-triazol-1-yl)-2-azaspiro[3.3]heptan-2-yl]methanone